O=C1C(=CC(C2=CC=CC=C12)=O)N[C@@H](C(=O)NC1=C(C=CC=C1)F)CC1=CC=CC=C1 (R)-2-((1,4-dioxo-1,4-dihydronaphthalen-2-yl)amino)-3-phenyl-N-(2-fluorophenyl)-propionamide